6-(2-Naphthyl)-4-oxo-5H-pyrazolo[1,5-a]pyrazine-2-carboxylic acid C1=C(C=CC2=CC=CC=C12)C=1NC(C=2N(C1)N=C(C2)C(=O)O)=O